ClC(CCOP(=O)(OCCC(Cl)Cl)OCCC(Cl)Cl)Cl tris(dichloropropyl)-phosphate